methyl-1,6,9,12-tetraazabicyclo[11.3.1]heptadecane-2,5,8,11-tetraone CC1C(N2CCCC(NC(CNC(CNC(C1)=O)=O)=O)C2)=O